8-[(1S,2S)-2-(2,4-difluorophenyl)cyclopropyl]-6-(2,4-dimethoxypyrimidin-5-yl)-3-fluoro-imidazo[1,2-b]pyridazine FC1=C(C=CC(=C1)F)[C@@H]1[C@H](C1)C=1C=2N(N=C(C1)C=1C(=NC(=NC1)OC)OC)C(=CN2)F